[4-[6-[(6-methoxy-2-methyl-3,4-dihydro-1H-isoquinolin-7-yl)amino]pyrazolo[3,4-d]pyrimidin-1-yl]-1-methyl-cyclohexyl]methanol COC=1C=C2CCN(CC2=CC1NC1=NC=C2C(=N1)N(N=C2)C2CCC(CC2)(C)CO)C